5-(2,4-difluorophenyl)-1,3,4-thiadiazol-2-amine FC1=C(C=CC(=C1)F)C1=NN=C(S1)N